4-(4-(tert-butyl)phenyl)-N-(pyridin-4-ylmethyl)-1H-indazol-3-amine C(C)(C)(C)C1=CC=C(C=C1)C1=C2C(=NNC2=CC=C1)NCC1=CC=NC=C1